OC1=NC=CC2=C1CNC2=O 4-hydroxy-2,3-dihydro-1H-pyrrolo[3,4-c]pyridin-1-one